NC1=CC=C(C=CC(=O)O)C=C1 para-aminocinnamic acid